ethylene glycol mono-tert.butyl ether C(C)(C)(C)OCCO